(S)-6-(4-chlorophenyl)-N-(1-(1-methyl-1H-benzo[d]imidazol-6-yl)ethyl)-2-(1-methyl-1H-pyrazol-4-yl)-3-oxo-2,3-dihydropyridazine-4-carboxamide ClC1=CC=C(C=C1)C=1C=C(C(N(N1)C=1C=NN(C1)C)=O)C(=O)N[C@@H](C)C=1C=CC2=C(N(C=N2)C)C1